2,2'-{1,4,7-triazecane-1,7-diylbis[methylene(2-hydroxy-5-methyl-3,1-phenylene)methyleneazanediyl]}di(propane-1,3-diol) N1(CCNCCN(CCC1)CC=1C(=C(C=C(C1)C)CNC(CO)CO)O)CC=1C(=C(C=C(C1)C)CNC(CO)CO)O